3,5-di-tert-butyl-4-hydroxybenzoic acid (di-n-octylthio) ethyl ester C(C)OC(C1=CC(=C(C(=C1)C(C)(C)C)O)C(C)(C)C)=O.C(CCCCCCC)SCCCCCCCC